O=C1C=2C=CC=NC2C=C(N1)CCC(=O)N1CCN(CC1)C1=CC=C(C#N)C=C1 4-(4-(3-(5-oxo-5,6-dihydro-1,6-naphthyridin-7-yl)propanoyl)piperazin-1-yl)benzonitrile